FC=1C=C(C=NC1)[C@@H]1CCC2=NN(C(N21)=O)C2CC(C2)C=2C=NC=CC2 (S)-5-(5-fluoropyridin-3-yl)-2-((1R,3S)-3-(pyridin-3-yl)cyclobutyl)-2,5,6,7-tetrahydro-3H-pyrrolo[2,1-c][1,2,4]triazol-3-one